FC1(CC(C1)N1C(=NC2=NC=C(C=C21)C=2C=CN1N=C(N=CC12)N[C@@H]1C[C@@H](C1)OC)C)F 5-(1-(3,3-difluorocyclobutyl)-2-methyl-1H-imidazo[4,5-b]pyridin-6-yl)-N-(cis-3-methoxycyclobutyl)pyrrolo[2,1-f][1,2,4]triazin-2-amine